(S)-2-chloro-N-(5-chloro-6-(2H-1,2,3-triazol-2-yl)pyridin-3-yl)-6,7-dihydrospiro[cyclopenta[e]pyrazolo[1,5-a]pyrimidine-8,1'-cyclopropane]-6-carboxamide ClC1=NN2C(N=CC3=C2C2(CC2)C[C@@H]3C(=O)NC=3C=NC(=C(C3)Cl)N3N=CC=N3)=C1